6,6''-Biapigenin O1C(=CC(=O)C=2C(O)=C(C(O)=CC12)C1=C(C=2C(C=C(OC2C=C1O)C1=CC=C(O)C=C1)=O)O)C1=CC=C(O)C=C1